FC(OCCOC=1C=C2C=CNC2=CC1)F 5-(2-(difluoromethoxy)ethoxy)-1H-indole